FC1=CC=C(C=C1)[C@H]1C[C@H](N(C1)C(=O)OC(C)(C)C)C(=O)OCC1=CC=CC=C1 2-benzyl 1-(tert-butyl) (2S,4R)-4-(4-fluorophenyl)pyrrolidine-1,2-dicarboxylate